ClC1=CC=C(C=C1)C(C(C(NO)=N)F)O 3-(4-chlorophenyl)-2-fluoro-N,3-dihydroxypropanimidamide